1-octenylmethyldiethoxysilane C(=CCCCCCC)C[SiH](OCC)OCC